ALUMINIUM-MAGNESIUM-SCANDIUM [Sc].[Mg].[Al]